C(C)(C)N1CCC=2C=NC(=CC21)C#N 1-isopropyl-2,3-dihydro-1H-pyrrolo[3,2-c]pyridine-6-carbonitrile